6-(1-(6-(cyclopropylethynyl)indolizin-2-yl)-3-((2-fluoroethyl)amino)propan-2-yl)-5-hydroxypyrimidin-4(3H)-one C1(CC1)C#CC1=CN2C=C(C=C2C=C1)CC(CNCCF)C1=C(C(NC=N1)=O)O